P(=O)([O-])(O)O.[K+].P(=O)(O)(O)O.C1=CC=C(C=C1)OP(=O)(N=[N+]=[N-])OC1=CC=CC=C1 Diphenylphosphoryl azide phosphate potassium phosphate